C(C=C)(=O)O.C(C=C)(=O)O.C=CC.C=CC.C=CC tripropylene diacrylate